C(CC)C=1C(=C(C(=O)O)C=CC1)O.OC1=C(C(=O)OCCC)C=CC=C1 propyl hydroxybenzoate (propylhydroxy-benzoate)